ClC=1C=C2CC(COC2=CC1)C(=O)N[C@H]1[C@H]2CC[C@@H](C1)N2C#N 6-chloro-N-((1R,2R,4S)-7-cyano-7-azabicyclo[2.2.1]heptan-2-yl)-3,4-dihydro-2H-chromene-3-carboxamide